4-methylenedioxybromobenzene C1OC2=CC=C(C=C2O1)Br